FC1=C(C=CC(=C1)F)S1CC(CN2C(N=C(C3=CC(=CC1=C23)C(F)(F)F)N2CCNCC2)=O)OC 1-(2,4-difluorophenyl)-3-methoxy-8-(piperazin-1-yl)-10-(trifluoromethyl)-3,4-dihydro-2H,6H-[1,4]thiazepino[2,3,4-ij]quinazolin-6-one